(E)-N'-hydroxy-N-phenylbenzo[d][1,3]dioxole-5-carboximidamide O\N=C(\NC1=CC=CC=C1)/C1=CC2=C(OCO2)C=C1